OC1=C(OC2=C(O1)C=CC=C2C=O)O 2,3-dihydroxybenzo[b][1,4]dioxin-5-carbaldehyde